CCC(C1=CC=CC=C1)C(=O)O (±)-2-phenylbutanoic acid